2-(5-(3,5-dichloro-4-fluorophenyl)-5-(trifluoromethyl)-4,5-dihydroisoxazol-3-yl)-N-(2,2,3,3,3-pentafluoropropyl)-2,3-dihydro-1H-pyrrolo[3,4-c]pyridine-6-carboxamide ClC=1C=C(C=C(C1F)Cl)C1(CC(=NO1)N1CC=2C=NC(=CC2C1)C(=O)NCC(C(F)(F)F)(F)F)C(F)(F)F